2-[(3,5-dimethylpyrazolyl)carboxyamino]ethyl acrylate C(C=C)(=O)OCCN(C(=O)O)C=1C(=NNC1C)C